C(\C=C\C(=O)O)(=O)O.C(\C=C\C(=O)O)(=O)O.ClC=1C=C(CCN2C[C@@H](CC2)CN)C=CC1OCC1CC1 (S)-(1-(3-chloro-4-(cyclopropylmethoxy)phenethyl)pyrrolidin-3-yl)methanamine difumarate